3-(methylamino)cyclohexane CNC1CCCCC1